N6-(3-AMINO-5-CHLOROPHENYL)-N2-((1R,2R)-2-AMINOCYCLOHEXYL)-9-ISOPROPYL-9H-PURINE-2,6-DIAMINE NC=1C=C(C=C(C1)Cl)NC1=C2N=CN(C2=NC(=N1)N[C@H]1[C@@H](CCCC1)N)C(C)C